OC1=C(C=C(C(=C1)O)O)CCC(=O)O 3-(2,4,5-trihydroxyphenyl)propionic acid